FC1=CC(=C(C=C1[N+](=O)[O-])NC1=NC=CC(=N1)N1N=CC(=C1)C=O)OC 1-(2-(4-fluoro-2-methoxy-5-nitrophenylamino)pyrimidin-4-yl)-1H-pyrazole-4-carbaldehyde